N1C(=O)NC(=O)CC1 Dihydrouracil